3-[8-Dimethylamino-1-[(1-hydroxy-cyclobutyl)-methyl]-2-oxo-8-phenyl-1,3-diazaspiro[4.5]decan-3-yl]-N-(4-hydroxy-pyrimidin-2-yl)-propionamide CN(C1(CCC2(CN(C(N2CC2(CCC2)O)=O)CCC(=O)NC2=NC=CC(=N2)O)CC1)C1=CC=CC=C1)C